CN1C(N(C2=C1C=CC(=C2)NC2=NC=NC=C2C)C)=O 1,3-Dimethyl-5-((5-methylpyrimidin-4-yl)amino)-1,3-dihydro-2H-benzo[d]imidazol-2-one